7-bromo-4-methylbenzo[b]thiophene-3-carboxylic acid BrC1=CC=C(C2=C1SC=C2C(=O)O)C